hydroxybutylallylether OCCCCOCC=C